4-methyl-1,1-dioxo-thian CC1CCS(CC1)(=O)=O